ClC1=C(C(=CC=C1)CN(C)C)C=1C=C(SC1)[C@@H](C)NC1=C2C(=C(N=N1)C)C=NC(=C2)C2CCC(CC2)C(=O)OC Methyl (1R,4R)-4-(1-(((R)-1-(4-(2-chloro-6-((dimethylamino)methyl)phenyl)thiophen-2-yl)ethyl)amino)-4-methylpyrido[3,4-d]pyridazin-7-yl)cyclohexane-1-carboxylate